CCCNCCNCCNCCNCCNCC 4,7,10,13,16-pentaazaoctadecan